C(C)C(=CC=CC)[Ru]C(=CC=CC)CC bis(1-ethylpentadienyl)ruthenium